1-(4-(6-(6-(1H-Pyrazol-1-yl)imidazo[1,2-a]pyrazin-3-yl)pyridin-2-yl)piperazin-1-yl)ethan-1-one N1(N=CC=C1)C=1N=CC=2N(C1)C(=CN2)C2=CC=CC(=N2)N2CCN(CC2)C(C)=O